8'-Hydroxy-3'-methylspiro[cyclobutane-1,1'-pyrrolo[2,3-c][1,7]naphthyridin]-2'(3'H)-one OC1=CC=2C3=C(C=NC2C=N1)N(C(C31CCC1)=O)C